C(#N)C=1C=C(C=CC1)C=1N=C(SC1C1=CC(=NC(=C1)C)C)NC(=O)N1CCN(CC1)CC(C)(C)O N-[4-(3-cyanophenyl)-5-(2,6-dimethyl-4-pyridyl)thiazol-2-yl]-4-(2-hydroxy-2-methylpropyl)piperazine-1-carboxamide